bis(t-butylperoxycarbonyl)-4,4'-bis(methoxycarbonyl)benzophenone C(C)(C)(C)OOC(=O)C=1C(=C(C(=O)C2=CC=C(C=C2)C(=O)OC)C=CC1C(=O)OC)C(=O)OOC(C)(C)C